CC1=C(C=C(C=C1)NC(=O)C=1N=NC=C(C1)C(F)(F)F)C1=CC2=C(N=C(N=C2)NC)N2C1=NCC2 N-(4-methyl-3-(2-(methylamino)-8,9-dihydroimidazo[1',2':1,6]pyrido[2,3-d]pyrimidin-6-yl)phenyl)-5-(trifluoromethyl)pyridazine-3-carboxamide